C(C)(C)(C)C1=C(C(=CC(=C1)CC)C(C)(C)C)O 2,6-Di-tert.-butyl-4-ethylphenol